COC(=O)C1=C(N(C=2N=C(N=C(C21)C=2C=NSC2N)C)C2=C(C(=CC=C2C)OC)C)N 6-amino-4-(5-aminoisothiazol-4-yl)-7-(3-methoxy-2,6-dimethylphenyl)-2-methyl-7H-pyrrolo[2,3-d]pyrimidine-5-carboxylic acid methyl ester